(S)- and (R)-1-(2-((2-(1H-indol-3-yl)-2-oxo-1-phenylethyl)amino)ethyl)piperidin-2-one N1C=C(C2=CC=CC=C12)C([C@H](C1=CC=CC=C1)NCCN1C(CCCC1)=O)=O |r|